BrC1=C(C=C2C(=NC(=NC2=C1F)O)O)\C=C/F (Z)-7-Bromo-8-fluoro-6-(2-fluorovinyl)quinazoline-2,4-diol